[Si](C1=CC=CC=C1)(C1=CC=CC=C1)(C(C)(C)C)OC[C@@H]1C([C@@H]2[C@@H](OC(O2)(C)C)O1)(C#C)OC(C)=O (3ar,5r,6ar)-acetic acid 5-(((tert-butyldiphenylsilyl) oxy) methyl)-6-ethynyl-2,2-dimethyltetrahydrofurano[2,3-d][1,3]dioxol-6-yl ester